ClC1=NC=NN2C1=C(C(=C2)CN2C(C1C(C1C2=O)(C)C)=O)C 3-((4-chloro-5-methylpyrrolo[2,1-f][1,2,4]triazin-6-yl)methyl)-6,6-dimethyl-3-azabicyclo[3.1.0]hexane-2,4-dione